C(#N)C=1C=C(C=CC1)CN(CCC(O)=NO)CC1=CC(=CC=C1)C#N 3-[bis[(3-cyanophenyl)methyl]amino]-propanehydroximic acid